C(C)OC=1C=C(C=C(C1)OC)C1=CC(=NN1CC1=C(C=CC=C1)OCC)C(=O)OC Methyl 5-(3-ethoxy-5-methoxyphenyl)-1-[(2-ethoxyphenyl)methyl]-1H-pyrazole-3-carboxylate